L-1-amyl-3-methylimidazole acetate C(C)(=O)O.C(CCCC)N1CN(C=C1)C